C(C)C1(C(NC2=C(C=C(C=C12)F)NCC)=O)N1C[C@@H]([C@H](CC1)F)NC=1C=CC(=NC1)C#N 5-[[(3s,4s)-1-[3-ethyl-7-(ethylamino)-5-fluoro-2-oxo-indolin-3-yl]-4-fluoro-3-piperidyl]amino]pyridine-2-carbonitrile